O1COC2=C1C=CC(=C2)C(=O)C2=CN=C(O2)C2=CC=CC=C2 Benzo[d][1,3]dioxol-5-yl-(2-phenyloxazol-5-yl)methanone